CC(C)C1=CC=C(C=C1)CCOC(C(=C)C)=O.C1(CC2C(CC1)O2)CC[Si](OC(C)C)(C)C (3,4-epoxycyclohexyl)ethyldimethylisopropoxysilane 2-(4-(1-methylethyl)phenyl)ethyl-methacrylate